FC(C1=NN=C2N1CCN(C2)C=2C=C1C(=CN=CC1=CC2)N)(F)F 6-(3-(trifluoromethyl)-5,6-dihydro-[1,2,4]triazolo[4,3-a]pyrazin-7(8H)-yl)isoquinolin-4-amine